CN(CCN(C1=NC(=C(C=C1[N+](=O)[O-])N)OC)C)C N2-(2-(dimethylamino)ethyl)-6-methoxy-N2-methyl-3-nitropyridin-2,5-diamine